C1[C@@H]2CC3(C[C@H](CC13)C2)NCCCCCCNC2=C1C(N(C(=NC1=CC=C2)C)C2C(NC(CC2)=O)=O)=O 3-(5-((6-(((2R,3as,5S,6as)-hexahydro-2,5-methanopentalen-3a(1H)-yl)amino)hexyl)amino)-2-methyl-4-oxoquinazolin-3(4H)-yl)piperidine-2,6-dione